2-amino-7-(6'-methyl-[2,3'-bipyridyl]-5-yl)pyrido[4,3-d]pyrimidine NC=1N=CC2=C(N1)C=C(N=C2)C=2C=CC(=NC2)C=2C=NC(=CC2)C